2-amino-1-(2-(4-fluoro-3-methoxyphenyl)-3-((4-fluorophenyl)amino)-8,8-dimethyl-5,6-dihydroimidazo[1,2-a]pyrazin-7(8H)-yl)ethan-1-one NCC(=O)N1C(C=2N(CC1)C(=C(N2)C2=CC(=C(C=C2)F)OC)NC2=CC=C(C=C2)F)(C)C